FC1=C(OC2=CC=C(C=C2)C=2N=C(N3C2C(=NC=C3)C)[C@H]3N(CCCC3)C(C#CC)=O)C=CC=C1OC (S)-1-(2-(1-(4-(2-fluoro-3-methoxyphenoxy)phenyl)-8-methylimidazo[1,5-a]pyrazin-3-yl)piperidin-1-yl)but-2-yn-1-one